CN1CN(C=C1)CC(C1=C(C=CC=C1)C)=O 1-methyl-3-(2-oxo-2-o-tolyl-ethyl)-imidazole